(2S,4R)-4-[tert-butyl(dimethyl)silyl]oxy-N-[(1S)-1-(4-ethynylphenyl)ethyl]-1-[(2S)-2-hydroxy-3,3-dimethyl-butanoyl]pyrrolidine-2-carboxamide [Si](C)(C)(C(C)(C)C)O[C@@H]1C[C@H](N(C1)C([C@H](C(C)(C)C)O)=O)C(=O)N[C@@H](C)C1=CC=C(C=C1)C#C